N-((6-(3,3-Dimethylpiperazin-1-yl)pyridin-2-yl)methyl)-3-(pyridin-3-yl)-1H-pyrrolo[2,3-b]pyridin-4-amine CC1(CN(CCN1)C1=CC=CC(=N1)CNC=1C2=C(N=CC1)NC=C2C=2C=NC=CC2)C